ClC1=C2CC[C@@]3(CCC=4C(=NC(=NC4C3)OCC=3N=CN(C3)C)N3C[C@@H](N(CC3)C(C(=C)F)=O)CC#N)C2=CC=C1 2-((S)-4-((R)-4-chloro-2'-((1-methyl-1H-imidazol-4-yl)methoxy)-2,3,5',8'-tetrahydro-6'H-spiro[inden-1,7'-quinazoline]-4'-yl)-1-(2-fluoroacryloyl)piperazin-2-yl)acetonitrile